F[P-](F)(F)(F)(F)F.C[N+]1(CNCC1)C dimethylimidazolidinium hexafluorophosphate